2-(((αR)-6-((3R)-2,5-dioxo-3-(3,3,3-trifluoro-2-methylpropyl)pyrrolidin-1-yl)spiro[3.3]heptan-2-yl)oxy)-6-methoxynicotinamide O=C1N(C(C[C@H]1CC(C(F)(F)F)C)=O)C1CC2(CC(C2)OC2=C(C(=O)N)C=CC(=N2)OC)C1